2,3,6-TRIMETHYL-1,5-HEPTADIENE CC(=C)C(CC=C(C)C)C